3,3-dimethyl-4-phenylbutan-2-amine CC(C(C)N)(CC1=CC=CC=C1)C